N-({4-[(2,5-dimethoxyphenyl)sulfamoyl]phenyl}methyl)-1H-pyrrolo[3,2-c]pyridine-2-carboxamide COC1=C(C=C(C=C1)OC)NS(=O)(=O)C1=CC=C(C=C1)CNC(=O)C1=CC=2C=NC=CC2N1